OC1=CC(=C(C=C1)C1C(NC(CC1)=O)=O)C(F)(F)F 3-(4-hydroxy-2-(trifluoromethyl)phenyl)piperidine-2,6-dione